3-(3-{4-[(2S)-2,4-dimethylpiperazine-1-carbonyl]phenyl}-1,2-oxazol-5-yl)-6-(1-methyl-1H-pyrazol-4-yl)-1H-indazole C[C@@H]1N(CCN(C1)C)C(=O)C1=CC=C(C=C1)C1=NOC(=C1)C1=NNC2=CC(=CC=C12)C=1C=NN(C1)C